C(=C)CC(CC(CC(C)=O)OC(CC(C)=O)CC(CC=C)=O)=O vinyl-2,6-dioxo-4-heptyl ether